C(C)(C)(C)OC(=O)N1C[C@@H](C(CC1)[C@@H]1CCNC=2N1N=C(C2C(N)=O)C2=CC=C(C=C2)OC2=CC=CC=C2)O (3R)-4-((S)-3-carbamoyl-2-(4-phenoxyphenyl)-4,5,6,7-tetrahydropyrazolo[1,5-a]pyrimidin-7-yl)-3-hydroxypiperidine-1-carboxylic acid tert-butyl ester